1-[4-[4-[3-chloro-4-[(5-fluorothiazol-2-yl)methoxy]anilino]-7H-pyrrolo[2,3-d]pyrimidin-5-yl]-1-piperidyl]prop-2-en-1-one ClC=1C=C(NC=2C3=C(N=CN2)NC=C3C3CCN(CC3)C(C=C)=O)C=CC1OCC=1SC(=CN1)F